5-[3-(1H-imidazol-5-yl)-6H,7H,8H,9H-imidazo[2,1-b]quinazolin-2-yl]-3-(trifluoromethyl)-1H-1,2,4-triazole N1C=NC=C1C1=C(N=C2N=C3CCCCC3=CN21)C2=NC(=NN2)C(F)(F)F